(4-(4-fluorophenoxy)phenyl)-6-methoxy-7-((1-methylpiperidin-4-yl)methoxy)quinazolin-4-amine FC1=CC=C(OC2=CC=C(C=C2)C2=NC3=CC(=C(C=C3C(=N2)N)OC)OCC2CCN(CC2)C)C=C1